2-methylpiperidin-3,4,5-triyltriacetate CC1NCC(C(C1CC(=O)[O-])CC(=O)[O-])CC(=O)[O-]